C(C)C=1N(C(=C(N1)C(=O)NCC1(CCC(CC1)S(=O)(=O)C)O)C(=O)N)C1=C(C=C(C=C1)CCC(F)(F)F)F 2-Ethyl-1-(2-fluoro-4-(3,3,3-trifluoropropyl)phenyl)-N4-(((1s,4s)-1-hydroxy-4-(methylsulfonyl)cyclohexyl)methyl)-1H-imidazole-4,5-dicarboxamide